C(C1=CC=CC=C1)SC=1C=C(C=2N(C1)C(=NC2)C=2SC(=NN2)C(F)(F)F)Cl 2-(6-(Benzylthio)-8-chloroimidazo[1,5-a]pyridin-3-yl)-5-(trifluoromethyl)-1,3,4-thiadiazole